3-cyclohexene-1,2-dicarboxylic anhydride C12C(C=CCC1)C(=O)OC2=O